C(#N)[C@H](C[C@H]1C(NCCC1)=O)NC(=O)C1N(C[Si]2(C1)CCCC2)C(=O)C=2NC1=CC=CC(=C1C2)OC N-[(1S)-1-cyano-2-[(3S)-2-oxo-3-piperidyl]ethyl]-2-(4-methoxy-1H-indole-2-carbonyl)-2-aza-5-silaspiro[4.4]nonane-3-carboxamide